CN(C(C(F)(F)F)=O)[Si](C)(C)C N-Methyl-N-trimethylsilyltrifluoroacetamid